(2R)-1,1,1,2,3,3-hexadeuterio-N,N-dimethyl-3-[5-(trideuteriomethoxy)indol-1-yl]propan-2-amine [2H]C([C@](C(N1C=CC2=CC(=CC=C12)OC([2H])([2H])[2H])([2H])[2H])(N(C)C)[2H])([2H])[2H]